3,5-dibromophenylmethanol BrC=1C=C(C=C(C1)Br)CO